(2-amino-4-bromobenzyl)dimethylphosphine oxide NC1=C(CP(C)(C)=O)C=CC(=C1)Br